BrC=1C=C2C(=CN(C(C2=C(C1)OC)=O)C1CN(CC1)C(=O)OC(C)(C)C)C tert-butyl 3-(6-bromo-8-methoxy-4-methyl-1-oxoisoquinolin-2-yl)pyrrolidine-1-carboxylate